NC=1C=C(C=CC1F)S(=O)(=O)NC=1SC(=C(N1)C1=C(C=CC=C1C)C)C1=CC(=CC(=C1)F)OCCC(C)(C)C 3-amino-N-(5-(3-(3,3-dimethylbutoxy)-5-fluorophenyl)-4-(2,6-dimethylphenyl)thiazol-2-yl)-4-fluorobenzenesulfonamide